C(C)(C)(C)OCCCNCCCN1CCCC1 N-(3-(t-butoxy)propyl)-3-(pyrrolidinyl)propan-1-amine